C1C2N(CCN1C1=NC=CC(=N1)NC=1C=C3C=NNC3=CC1)CCNC2 N-(2-(octahydro-2H-pyrazino[1,2-a]pyrazin-2-yl)pyrimidin-4-yl)-1H-indazol-5-amine